2-methyl-hexa-1,5-diene CC(=C)CCC=C